CNCCS(=O)(=O)C1=CC=C(C=C1)O 4-((2-(methylamino)ethyl)sulfonyl)phenol